3-(7-((2-(5-methoxy-1H-indol-3-yl)ethyl)amino)thiazolo[5,4-d]pyrimidin-5-yl)pyridin-2-ol COC=1C=C2C(=CNC2=CC1)CCNC=1C2=C(N=C(N1)C=1C(=NC=CC1)O)SC=N2